4-(methylamino)-3-nitro-1-(pyridin-3-yl)-7-(trifluoromethyl)-1,8-naphthyridin-2(1H)-one CNC1=C(C(N(C2=NC(=CC=C12)C(F)(F)F)C=1C=NC=CC1)=O)[N+](=O)[O-]